N-(3-chlorobenzyl)pyrazino[1',2':1,5]pyrazolo[4,3-c][2,6]naphthyridin-5-amine ClC=1C=C(CNC2=NC=3C(C4=CN=CC=C24)=NN2C3C=NC=C2)C=CC1